3,5-Bis(aminomethyl)benzoic acid dihydrochloride Cl.Cl.NCC=1C=C(C(=O)O)C=C(C1)CN